(-)-8-((1R,2S,3R)-3-hydroxy-2-methylcyclopentyl)-6-(methyl-d3)-2-((1-((methyl-d3)sulfonyl)piperidin-4-yl-4-d)-amino)pyrido[2,3-d]pyrimidin-7(8H)-one O[C@H]1[C@H]([C@@H](CC1)N1C(C(=CC2=C1N=C(N=C2)NC2(CCN(CC2)S(=O)(=O)C([2H])([2H])[2H])[2H])C([2H])([2H])[2H])=O)C